ClC1=C(C=CC=C1)N1N=C(C=C1C1=CN=C(O1)CC(C)C)COC(C(=O)OC)(C)C Methyl 2-(1-[(2-chlorophenyl)-5-[2-(2-methylpropyl)-1,3-oxazol-5-yl]-1H-pyrazol-3-yl]methoxy)-2-methylpropanoate